1-(3-(dimethylamino)benzyl)-1H-pyrazol CN(C=1C=C(CN2N=CC=C2)C=CC1)C